The molecule is an azaspiro compound resulting from the spiro-fusion of 2-imino-1,3-diazinan-4-one at position 6 with 1,3-dimethylcyclohexane. It is a marine metabolite isolated from Vietnamese pufferfish Tetraodon biocellatus and a potential intermediate in the biosynthetic pathway leading to the synthesis of tetrodotoxin. It has a role as an animal metabolite and a marine metabolite. It is an azaspiro compound and an organic heterobicyclic compound. C[C@H]1CC[C@@]2(CC(=O)NC(=N2)N)[C@H](C1)C